BrC=1C(=CC2=C(N(CCC3=C2SC=C3)C)C1)C(=O)O 8-bromo-6-methyl-5,6-dihydro-4H-benzo[b]thieno[2,3-d]azepine-9-carboxylic acid